((3,5-bis(cyclobutylmethyl)pyridin-4-yl)carbamoyl)-3-cyano-4-(2-hydroxypropan-2-yl)thiophene-2-sulfonamide C1(CCC1)CC=1C=NC=C(C1NC(=O)C1=C(C(=C(S1)S(=O)(=O)N)C#N)C(C)(C)O)CC1CCC1